(E)-6-((4-bromophenyl)diazenyl)-7-hydroxy-2-oxo-2H-chromene BrC1=CC=C(C=C1)/N=N/C=1C=C2C=CC(OC2=CC1O)=O